C(C)[Si](\C=C\C1=CC=CC=C1)(CC)CC (E)-triethylstyrylsilane